NC1=NN2C(N=CC=C2)=C1C(=O)N[C@@H](C)C=1N(C(C2=C(C=NC=C2C1)C#CC=1C=NN(C1)C)=O)C1=CC=CC=C1 (S)-2-amino-N-(1-(8-((1-methyl-1H-pyrazol-4-yl)ethynyl)-1-oxo-2-phenyl-1,2-dihydro-2,6-naphthyridin-3-yl)ethyl)pyrazolo[1,5-a]pyrimidine-3-carboxamide